(2-(3-Fluorophenyl)pyrrolidin-1-yl)(1-(trifluoromethyl)cyclobutyl)methanon FC=1C=C(C=CC1)C1N(CCC1)C(=O)C1(CCC1)C(F)(F)F